CN(C)CC1=CC(=C(C(=C1)C)N1C(N=C(C2=C1N=C(C(=C2)F)C2=C(C=CC=C2)F)N2[C@H](CN([C@@H](C2)C)C(C=C)=O)C)=O)C(C)C 1-[4-[(Dimethyl-amino)methyl]-2-isopropyl-6-methyl-phenyl]-4-[(2S,5R)-2,5-dimethyl-4-prop-2-enoyl-piperazin-1-yl]-6-fluoro-7-(2-fluoro-phenyl)pyrido[2,3-d]pyrimidin-2-one